O=C1OCCN1[C@H]1C(=NN(C1)C(=O)N[C@H](C)C=1C=NC(=C(C1)F)F)C1=CC=C(C=C1)C (R)-4-(2-oxooxazolidin-3-yl)-3-(4-methylphenyl)-N-((R)-1-(5,6-difluoropyridin-3-yl)ethyl)-4,5-dihydro-1H-pyrazol-1-carboxamide